OC1=CC=C(C=C1)C(C1=CC=CC=C1)C1=CC=C(C=C1)O Bis-(4-hydroxyphenyl)-phenylmethan